FC1(CN(C1)CCOC1=CC(=C2CN(C(C2=C1)=O)C1CCC(CC1)C(=O)NC1=CC(=C(C=C1)C)OC)C)F 4-[6-[2-(3,3-difluoroazetidin-1-yl)ethoxy]-4-methyl-1-oxo-isoindolin-2-yl]-N-(3-methoxy-4-methyl-phenyl)cyclohexanecarboxamide